C(C1=CC=CC=C1)(C1=CC=CC=C1)N1C(N(C2(CC2)C1=O)CC=1SC(=NN1)C1=C(C(=C(C=C1)F)O)F)=O 6-benzhydryl-4-((5-(2,4-difluoro-3-hydroxyphenyl)-1,3,4-thiadiazol-2-yl)methyl)-4,6-diazaspiro[2.4]heptane-5,7-dione